methyl 7-((4,4,5,5-tetramethyl-1,3,2-dioxaborolan-2-yl)methyl)-2-azaspiro[4.5]decane-1-carboxylate CC1(OB(OC1(C)C)CC1CC2(CCNC2C(=O)OC)CCC1)C